BrC=1C=C(C=C(C1NCC1=CC=C(C=C1)C(F)(F)F)F)S(=O)(=O)NC 3-bromo-5-fluoro-N-methyl-4-((4-(trifluoromethyl)phenyl)methylamino)benzenesulfonamide